6-(Difluoromethyl)pyridin FC(C1=CC=CC=N1)F